5-amino-2-(but-2-yn-1-yl)-8-(2,6-dimethylpyridin-4-yl)-7-phenyl-[1,2,4]triazolo[4,3-C]pyrimidin-3(2H)-one NC1=NC(=C(C=2N1C(N(N2)CC#CC)=O)C2=CC(=NC(=C2)C)C)C2=CC=CC=C2